6-(6-fluoro-3-pyridyl)-1H-benzimidazole FC1=CC=C(C=N1)C=1C=CC2=C(NC=N2)C1